CN[C@H]1CCCC[C@@H]1NC trans-(1S,2S)-N,N'-dimethylcyclohexane-1,2-diamine